1H-PYRROLO[2,3-B]PYRIDINE-1-PROPANAL N1(C=CC=2C1=NC=CC2)CCC=O